2,8-diazaspiro[4.5]decan-3-one hydrochloride Cl.C1NC(CC12CCNCC2)=O